NC1=NC2=CC=CC(=C2C=C1)N1N=CC(=C1C(F)(F)F)C(=O)NC=1C=NC(=C(C1)C#N)N1N=CC=N1 1-(2-Aminochinolin-5-yl)-N-(5-cyano-6-(2H-1,2,3-triazol-2-yl)pyridin-3-yl)-5-(trifluoromethyl)-1H-pyrazol-4-carboxamid